7-(4-(3-isopropyl-2-methyl-2H-indazol-5-yl)pyrimidin-2-yl)-N4,N4-Dimethylquinazoline-4,7-diamine C(C)(C)C=1N(N=C2C=CC(=CC12)C1=NC(=NC=C1)C1(CC=C2C(=NC=NC2=C1)N(C)C)N)C